ClC=1N=C(C2=C(N1)C(=C(N=C2)Cl)F)N2CC1(CCC1)CC(C2)O 6-(2,7-Dichloro-8-fluoropyrido[4,3-d]pyrimidin-4-yl)-6-azaspiro[3.5]nonan-8-ol